3-(5-(1-(4-((4'-chloro-5,5-dimethyl-3,4,5,6-tetrahydro-[1,1'-biphenyl]-2-yl)methyl)piperazin-1-yl)cyclopentyl)-1-oxoisoindolin-2-yl)piperidine-2,6-dione ClC1=CC=C(C=C1)C1=C(CCC(C1)(C)C)CN1CCN(CC1)C1(CCCC1)C=1C=C2CN(C(C2=CC1)=O)C1C(NC(CC1)=O)=O